C(#N)C1=C(C=CC=C1NC(=O)C=1N(C2=C(CN(CC2)CCO)N1)C)C1=C(C(=CC=C1)OC)F N-(2-Cyano-2'-fluoro-3'-methoxybiphenyl-3-yl)-5-(2-hydroxyethyl)-1-methyl-4,5,6,7-tetrahydro-1H-imidazo[4,5-c]pyridin-2-carboxamid